FC1=C(CN2C(CCC2=O)CC(=O)OC)C=CC=C1F methyl 2-(1-(2,3-difluorobenzyl)-5-oxopyrrolidin-2-yl)acetate